(N,N-dimethylamino)ethylmethacrylate CN(C)CCOC(C(=C)C)=O